2,4-bis(trichloromethyl)-6-(trichloromethyl)-s-triazine ClC(C1=NC(=NC(=N1)C(Cl)(Cl)Cl)C(Cl)(Cl)Cl)(Cl)Cl